NC=1SC2=C(N1)C(=CC=C2F)C2=C(C=C1C(=NC(=NC1=C2F)OC[C@H]2N(C[C@@H](C2)F)C)N2CCN(CC2)C(C=C)=O)Cl 1-(4-(7-(2-amino-7-fluorobenzo[d]thiazol-4-yl)-6-chloro-8-fluoro-2-(((2S,4R)-4-fluoro-1-methylpyrrolidin-2-yl)methoxy)quinazolin-4-yl)piperazin-1-yl)prop-2-en-1-one